pyrazine 1,4-dioxide [N+]1(=CC=[N+](C=C1)[O-])[O-]